isodecyl pelargonate C(CCCCCCCC)(=O)OCCCCCCCC(C)C